C[N+](C[C@@H]1C[C@H]([C@H](C)O1)O)(C)C 2,5-anhydro-1,4,6-trideoxy-6-(trimethyl-ammonio)-D-ribo-hexitol